FC=1C=NC(=NC1)C1=NC(=CC=C1C(=O)N1[C@@H]2[C@@H](C[C@H](C1)C2)NC2=NC=C(C=C2)C(F)(F)F)C (2-(5-Fluoropyrimidin-2-yl)-6-methylpyridin-3-yl)((1S,4S,6R)-6-((5-(trifluoromethyl)pyridin-2-yl)amino)-2-azabicyclo[2.2.1]hept-2-yl)methanone